ClC1=C(C=CC=C1C1=CC=C2C=CNC2=C1)C1C(NC(CC1)=O)=O 3-(2-chloro-3-(1H-indol-6-yl)phenyl)piperidine-2,6-dione